ClC=1C=C(C=CC1)C(O)C1=C(SC=C1)C=O (3-chlorophenyl(hydroxy)methyl)thiophene-2-carbaldehyde